N-(octahydrocyclopenta[c]pyrrol-4-yl)cyclopropane-1-carboxamide C1NCC2C1CCC2NC(=O)C2CC2